NC1=NC=NC(=N1)N.[Na] sodium 4,6-diamino-1,3,5-triazine